N1CC(C1)C1=CC=C(C=C1)N(C(CN1N=NC2=C1C=CC=C2)=O)CC2=CC(=CC(=C2)F)F N-[4-(azetidin-3-yl)phenyl]-2-(benzotriazol-1-yl)-N-[(3,5-difluorophenyl)methyl]acetamide